C(C)N1CCC(CC1)N(C1=CC=C2C(=N1)C(=CN2C=2C(=C(C=CC2F)C(CC)S(=O)(=O)N)F)C=2C=NC=NC2)C (3-(5-((1-ethylpiperidin-4-yl)(methyl)amino)-3-(pyrimidin-5-yl)-1H-pyrrolo[3,2-b]pyridin-1-yl)-2,4-difluorophenyl)propane-1-sulfonamide